OC1(CCC1)CN1C(N(CC12CCC(CC2)(C2=CC=CC=C2)NC)C=2C=NC(=NC2)C#N)=O 5-[1-[(1-hydroxy-cyclobutyl)-methyl]-8-methylamino-2-oxo-8-phenyl-1,3-diazaspiro[4.5]decan-3-yl]-pyrimidine-2-carbonitrile